2-Cyanoimino-1,3-thiazolidine C(#N)N=C1SCCN1